2,4,6-tris(9-(pyridin-2-yl)-9H-[3,9'-bicarbazol]-6-yl)-1,3,5-triazine N1=C(C=CC=C1)N1C2=CC=C(C=C2C=2C=C(C=CC12)N1C2=CC=CC=C2C=2C=CC=CC12)C1=NC(=NC(=N1)C=1C=C2C=3C=C(C=CC3N(C2=CC1)C1=NC=CC=C1)N1C2=CC=CC=C2C=2C=CC=CC12)C=1C=C2C=3C=C(C=CC3N(C2=CC1)C1=NC=CC=C1)N1C2=CC=CC=C2C=2C=CC=CC12